(8S,11R,13R,14S,17S)-11-[4-(Dimethylamino)phenyl]-17-hydroxy-17-(3-hydroxypropyl)-13-methyl-1,2,6,7,8,11,12,14,15,16-decahydrocyclopenta[a]phenanthren-3-one CN(C1=CC=C(C=C1)[C@H]1C[C@]2([C@](CC[C@H]2[C@@H]2CCC3=CC(CCC3=C12)=O)(CCCO)O)C)C